1-methyl-2-oxo-4-{4-[4-(trifluoromethoxy)phenoxy]piperidin-1-yl}-1,2-dihydroquinoline-3,8-dinitrile CN1C(C(=C(C2=CC=CC(=C12)C#N)N1CCC(CC1)OC1=CC=C(C=C1)OC(F)(F)F)C#N)=O